(2S,5S)-tert-butyl 5-(4-bromo-2-fluorobenzyl)-2-tert-butyl-3-methyl-4-oxoimidazolidine-1-carboxylate BrC1=CC(=C(C[C@H]2C(N([C@@H](N2C(=O)OC(C)(C)C)C(C)(C)C)C)=O)C=C1)F